piperidine-4-carboxamide bistrifluoroacetate salt FC(C(=O)O)(F)F.FC(C(=O)O)(F)F.N1CCC(CC1)C(=O)N